2-(1-adamantyl)-N-(5,8-difluoro-1-oxo-4-phenylphthalazin-2(1H)-yl)acetamide C12(CC3CC(CC(C1)C3)C2)CC(=O)NN2C(C3=C(C=CC(=C3C(=N2)C2=CC=CC=C2)F)F)=O